(2-chloro-5-fluoro-4-(N-(thiazol-4-yl) sulfamoyl) phenyl) carbamate C(N)(OC1=C(C=C(C(=C1)F)S(NC=1N=CSC1)(=O)=O)Cl)=O